(Z)-6-fluoro-3-(4-methoxybenzylidene)-4-nitroisobenzofuran-1(3H)-one FC1=CC(=C2/C(/OC(C2=C1)=O)=C/C1=CC=C(C=C1)OC)[N+](=O)[O-]